(methyl)acryloxymethyl-dimethoxysilane C[Si](OC)(OC)COC(C=C)=O